1-(2,4-difluorophenyl)-6-[(1R,4R)-5-(oxetan-3-yl)-2,5-diazabicyclo[2.2.1]heptan-2-yl]pyrazolo[3,4-d]pyrimidin-4-ol FC1=C(C=CC(=C1)F)N1N=CC=2C1=NC(=NC2O)N2[C@H]1CN([C@@H](C2)C1)C1COC1